ethyl (2R,3S)-2-(3-bromophenyl)-1',3'-dioxo-1',3'-dihydrospiro[cyclopropane-1,2'-indene]-3-carboxylate BrC=1C=C(C=CC1)[C@H]1[C@@H](C12C(C1=CC=CC=C1C2=O)=O)C(=O)OCC